trans-N-([1,1'-Biphenyl]-4-yl)-2-(4-phenylcyclohexyl)acetamide C1(=CC=C(C=C1)NC(C[C@@H]1CC[C@H](CC1)C1=CC=CC=C1)=O)C1=CC=CC=C1